1-[bis(dimethylamino)methylene]-1H-1,2,3-triazolo[4,5-b]pyridinium 3-oxid hexafluorophosphate HBr Br.F[P-](F)(F)(F)(F)F.CN(C)C(=[N+]1N=[N+](C2=NC=CC=C21)[O-])N(C)C